C(C)(C)(C)C1=C(C=C(C(=C1)C(C)(C)C)O)NC(=O)C1=CNC2=CC=CC=C2C1=O N-(2,4-Di-tert-butyl-5-hydroxyphenyl)-4-oxo-1,4-dihydroquinoline-3-carboxamide